(R/S)-3-(3-((4,4-Dimethyl-1,1-dioxido-3,4-dihydro-2H-pyrido[2,3-b][1,4,5]oxathiazepin-2-yl)methyl)-4-methylphenyl)-3-(3-methyl-[1,2,4]triazolo[4,3-a]pyridin-7-yl)propanoic acid CC1(CN(S(C2=C(O1)N=CC=C2)(=O)=O)CC=2C=C(C=CC2C)[C@@H](CC(=O)O)C2=CC=1N(C=C2)C(=NN1)C)C |r|